tert-butyl (2S)-4-(1-((6-methoxy-2-methylpyrazolo[1,5-a]pyridin-5-yl)carbamoyl)-2,3-dihydro-1H-pyrrolo[2,3-b]pyridin-4-yl)-2-methylpiperidine-1-carboxylate COC=1C(=CC=2N(C1)N=C(C2)C)NC(=O)N2CCC=1C2=NC=CC1C1C[C@@H](N(CC1)C(=O)OC(C)(C)C)C